2-[3-(4-aminobutoxy)phenyl]acetic acid NCCCCOC=1C=C(C=CC1)CC(=O)O